5-chloro-2-(6-(((1r,2r)-2-hydroxycyclohexyl)amino)-1,2,4-triazin-3-yl)-3-methylphenol ClC=1C=C(C(=C(C1)O)C=1N=NC(=CN1)N[C@H]1[C@@H](CCCC1)O)C